C(C)(C)(C)OC(N(CCCCOC1=CC(=C(C=C1)C)C1=NC(=NC=C1Cl)Cl)CC1=CC(=CC=C1)N)=O (3-aminobenzyl)(4-(3-(2,5-dichloropyrimidin-4-yl)-4-methylphenoxy)butyl)carbamic acid tert-butyl ester